N-[(1s,4r)-9-(dichloromethylene)-1,2,3,4-tetrahydro-1,4-methanonaphthalen-5-yl]-3-(difluoromethyl)-1-methyl-1H-pyrazole-4-amide ClC(=C1[C@H]2CC[C@@H]1C1=C(C=CC=C21)NC(=O)C=2C(=NN(C2)C)C(F)F)Cl